tert-butyloctahydro-2,7-naphthyridine-2(1H)-carboxylate C(C)(C)(C)OC(=O)N1CC2CNCCC2CC1